2-[(5-cyclopropyl-4-tetrahydrofuran-3-yl-imidazol-1-yl)methoxy]ethyl-trimethyl-silane C1(CC1)C1=C(N=CN1COCC[Si](C)(C)C)C1COCC1